CC=1N=C2N(C=C(C=C2C(F)(F)F)C=2C=CC(=C(C2)O)C2=CN=C(N=N2)N2C[C@@H](NCC2)C(C)C)C1 5-[2-methyl-8-(trifluoromethyl)imidazo[1,2-a]pyridin-6-yl]-2-{3-[(3S)-3-(prop-2-yl)piperazin-1-yl]-1,2,4-triazin-6-yl}phenol